3-(5-chloro-1H-1,3-benzodiazol-2-yl)-5-(3-fluoro-5-methylphenyl)pyridazine ClC1=CC2=C(NC(=N2)C=2N=NC=C(C2)C2=CC(=CC(=C2)C)F)C=C1